C(C)(C)(C)OC(=O)N(C(OC(C)(C)C)=O)C1=CC(=NC=C1C1=CC=C(C=C1)C(F)(F)F)Cl tert-butyl N-[(tert-butoxy)carbonyl]-N-{2-chloro-5-[4-(trifluoromethyl)phenyl]pyridin-4-yl}carbamate